C(C)C1=CC=C(O1)CC=1N=C2N(C=C(N=C2CC2=C(C=CC=C2)F)C2=CC=CC=C2)C1 2-((5-ethylfuran-2-yl)methyl)-8-(2-fluorobenzyl)-6-phenylimidazo[1,2-a]pyrazin